C(C)S(=O)(=O)C=1C(=NC(=CC1)S(=O)(=O)CC)C1=NC2=C(C=NC(=C2)C(F)(F)F)N1C 2-[3,6-Bis(ethylsulfonyl)pyridin-2-yl]-3-methyl-6-(trifluoromethyl)-3H-imidazo[4,5-c]pyridine